para-toluyl carbonate C(OC1=CC=C(C=C1)C)([O-])=O